ClC=1C=C2C(NC(NC2=C(C1C1=C(C=C(C=C1)F)F)SC[C@@H](C)O)=O)=O 6-chloro-7-(2,4-difluorophenyl)-8-(((R)-2-hydroxypropyl)thio)quinazoline-2,4(1H,3H)-dione